OC(C)(C)C1=C(C(=CC(=C1)C(C)(C)O)C(C)(C)O)C1=CC(=CC(=C1)C(C)(C)O)C(C)(C)O 2,3',4,5',6-pentakis(α-hydroxyisopropyl)biphenyl